2-(1H-imidazol-1-yl)-N-(2,2,6,6-tetramethylpiperidin-4-yl)isonicotinamide N1(C=NC=C1)C=1C=C(C(=O)NC2CC(NC(C2)(C)C)(C)C)C=CN1